((1r,4r)-4-(2-methoxyethoxy)cyclohexyl)-6-(methylthio)-2-(thiazol-5-yl)pyrimidine-4-carboxamide COCCOC1CCC(CC1)C=1C(=NC(=NC1SC)C1=CN=CS1)C(=O)N